3,3,3',3'-Tetramethyl-1,1'-spirobiindane-7,7'-diol CC1(CC2(C3=C(C=CC=C13)O)CC(C1=CC=CC(=C12)O)(C)C)C